FC=1C=C(C=CC1F)NC(=O)C=1N(C=C2C1OC[C@@H]1[C@H](NS2(=O)=O)CCN1C(=O)NC)C (3aR,10aS)-N8-(3,4-Difluorophenyl)-N1,7-dimethyl-2,3,3a,4,10,10a-hexahydro-1H,7H-dipyrrolo[3,4-b:3',2'-f][1,4,5]oxathiazocin-1,8-dicarboxamid-5,5-dioxid